2-((1,3-dibromo-2-propanyl)oxy)tetrahydro-2H-pyran BrCC(CBr)OC1OCCCC1